FC=1C=C(C=NC1)CN1N=C(C=CC1=O)C=1C=NC(=NC1)OCCC 2-((5-fluoropyridin-3-yl)methyl)-6-(2-propoxypyrimidin-5-yl)pyridazine-3(2H)-one